ClC=1C(=NC(=NC1)N1CCN(CC1)CC(=O)NC=1C=CC=C2C(=NN(C12)C)C1C(NC(CC1)=O)=O)NC1=CC2=C(N(C(N2CCC(C)(C)O)=O)C)C=C1 2-[4-[5-chloro-4-[[3-(3-hydroxy-3-methyl-butyl)-1-methyl-2-oxo-benzimidazol-5-yl]amino]pyrimidin-2-yl]piperazin-1-yl]-N-[3-(2,6-dioxo-3-piperidyl)-1-methyl-indazol-7-yl]acetamide